(1-(1-methyl-1H-indazol-5-yl)-2-oxabicyclo[2.2.2]octan-4-yl)methyl 4-methylbenzenesulfonate CC1=CC=C(C=C1)S(=O)(=O)OCC12COC(CC1)(CC2)C=2C=C1C=NN(C1=CC2)C